Rel-2,4-dimethoxy-N-((1R,2S)-2-methyl-8'-(2-oxopyrrolidin-1-yl)-4'H-spiro[cyclopropane-1,5'-naphtho[2,1-d]isoxazol]-3'-yl)pyridine-3-sulfonamide COC1=NC=CC(=C1S(=O)(=O)NC1=NOC2=C1C[C@@]1(C3=CC=C(C=C32)N3C(CCC3)=O)[C@H](C1)C)OC |o1:18,31|